COC1=CC=C(CN2N=NC(=C2)C=O)C=C1 1-(4-methoxybenzyl)-1H-1,2,3-triazole-4-carbaldehyde